(2S)-2-{[(tert-butoxy)carbonyl]amino}pentanedioic acid C(C)(C)(C)OC(=O)N[C@H](C(=O)O)CCC(=O)O